1-spiro[3.3]hept-2-yl-3-[1-(3-trifluoromethyl-phenyl)-but-3-enyl]-urea C1C(CC12CCC2)NC(=O)NC(CC=C)C2=CC(=CC=C2)C(F)(F)F